3-((4-((4-(Tert-butyl)phenyl)amino)cyclohexyl)amino)propan-1-ol C(C)(C)(C)C1=CC=C(C=C1)NC1CCC(CC1)NCCCO